3-Fluoro-2-(2-hydroxyphenyl)benzofuro[2,3-b]pyridine-8-carbaldehyde FC=1C=C2C(=NC1C1=C(C=CC=C1)O)OC1=C2C=CC=C1C=O